ethyl 2-(3,4-dichloro-6-oxo-pyridazin-1-yl)acetate ClC1=NN(C(C=C1Cl)=O)CC(=O)OCC